O=C1N(CC=2C=C3C(=CC12)OCC1(O3)CCNCC1)C1C(NC(CC1)=O)=O 3-(6'-oxo-6',8'-dihydro-3'H,7'H-spiro[piperidine-4,2'-[1,4]dioxino[2,3-f]isoindole]-7'-yl)piperidine-2,6-dione